C(C)O/C=C/C=1C=NC(=NC1)C(C(=O)OCC)(C)C ethyl (E)-2-(5-(2-ethoxyvinyl)pyrimidin-2-yl)-2-methylpropanoate